N-[2-cyano-6-(4-isopropylpiperazin-1-yl)phenyl]-3-(cyclohexyloxy)-3-methylazetidine-1-carboxamide C(#N)C1=C(C(=CC=C1)N1CCN(CC1)C(C)C)NC(=O)N1CC(C1)(C)OC1CCCCC1